1-fluoroethane-1-sulfonamide FC(C)S(=O)(=O)N